CN1C(C(CCC1(C)C)OC(C(C(=O)OC1C(N(C(CC1)(C)C)C)(C)C)(CC1=C(C(=CC(=C1)C(C)(C)C)C(C)(C)C)O)CCCC)=O)(C)C 2-n-butyl-2-(2-hydroxy-3,5-di-tert-butylbenzyl)malonic acid bis(1,2,2,6,6-pentamethylpiperidyl) ester